2,3-dimethylacrylic anhydride CC(C(=O)OC(C(=CC)C)=O)=CC